IC1=C(SC=2N=C(N=C(C21)SC)C2=CC=CC=C2)C(=O)N2CCCCC2 (5-Iodo-4-(methylsulfanyl)-2-phenylthieno[2,3-d]pyrimidin-6-yl)(piperidin-1-yl)methanone